1-(2-((5-cyclopropyl-4-phenyl-4H-1,2,4-triazol-3-yl)oxy)ethyl)-3-(2-methylcyclohexyl)urea C1(CC1)C=1N(C(=NN1)OCCNC(=O)NC1C(CCCC1)C)C1=CC=CC=C1